NC1=CC=C(C2=CC=CC=C12)OCC=1C(=NC=CC1)N (((4-aminonaphthalen-1-yl)oxy)methyl)pyridin-2-amine